4,4'-[1-{4-[1-(4-Hydroxyphenyl)-1-methylethyl]phenyl}butylene]bisphenol OC1=CC=C(C=C1)C(C)(C)C1=CC=C(C=C1)C(CCCC1=CC=C(C=C1)O)C1=CC=C(C=C1)O